gallium-germanium [Ge].[Ga]